2-(4-(2-(6-(5-chloropyrimidin-2-yl)-6-azaspiro[2.5]octan-1-yl)ethoxy)-2-fluorophenyl)acetic acid ClC=1C=NC(=NC1)N1CCC2(CC2CCOC2=CC(=C(C=C2)CC(=O)O)F)CC1